(2R,4S)-N-((S)-1-(((6-amino-2-methylpyridin-3-yl)methyl)amino)-1-oxopropan-2-yl)-4-(isoquinolin-5-ylmethyl)pyrrolidine-2-carboxamide di-trifluoroacetate FC(C(=O)O)(F)F.FC(C(=O)O)(F)F.NC1=CC=C(C(=N1)C)CNC([C@H](C)NC(=O)[C@@H]1NC[C@H](C1)CC1=C2C=CN=CC2=CC=C1)=O